FC=1C=C2CCCCC2=CC1I 6-fluoro-7-iodo-1,2,3,4-tetrahydronaphthalene